3-isopropyl-2-(2-methylpyridin-4-yl)-5-(1-(phenylsulfonyl)piperidin-4-yl)-1H-indole C(C)(C)C1=C(NC2=CC=C(C=C12)C1CCN(CC1)S(=O)(=O)C1=CC=CC=C1)C1=CC(=NC=C1)C